(2-[8-(ethoxydimethylsilyl)octoxy]-5-hydroxyphenyl)tri(n-butyl)phosphonium bromide [Br-].C(C)O[Si](CCCCCCCCOC1=C(C=C(C=C1)O)[P+](CCCC)(CCCC)CCCC)(C)C